Cl.N[C@H](C)C=1C=C(C=C(C1)F)C(C(C)(O)C)(F)F (R)-1-(3-(1-aminoethyl)-5-fluorophenyl)-1,1-difluoro-2-methylpropan-2-ol hydrochloride